COC([C@H](C(C)(C)N)NC(C1=CC=C(C=C1)C#CC#C[C@@H]1[C@H](CCC1)OC)=O)=O (S)-3-amino-2-(4-(((1R,2S)-2-methoxycyclopentyl)butan-1,3-diyne-1-yl)benzoylamino)-3-methyl-butyric acid methyl ester